C(CCC(=O)O)(=O)O.N1C(=NC=C1)N.C(CCC(=O)O)(=O)O.C(CCC(=O)O)(=O)O.N1C(=NC=C1)N imidazole-2-amine sesquisuccinate